2-fluoro-5-((6-fluoro-4-(methylsulfonyl)-1-tosyl-1H-indol-5-yl)oxy)benzonitrile FC1=C(C#N)C=C(C=C1)OC=1C(=C2C=CN(C2=CC1F)S(=O)(=O)C1=CC=C(C)C=C1)S(=O)(=O)C